(1R,2S)-2-(3-amino-1-(tert-butoxycarbonyl)-1H-indazol-6-yl)-5'-methoxy-2'-oxospiro[cyclopropane-1,3'-indoline] NC1=NN(C2=CC(=CC=C12)[C@@H]1C[C@@]12C(NC1=CC=C(C=C21)OC)=O)C(=O)OC(C)(C)C